O=C1NC(CCC1N1C(C2=CC=C(C=C2C1=O)C1CCN(CC1)CCCN1CCN(CC1)C1=CC=C(C=C1)C(=O)C=1C2=C(SC1C1=CC=C(C=C1)O)C=C(C=C2)O)=O)=O 2-(2,6-dioxopiperidin-3-yl)-5-(1-(3-(4-(4-(6-hydroxy-2-(4-hydroxyphenyl)benzo[b]thiophene-3-carbonyl)phenyl)piperazin-1-yl)propyl)piperidin-4-yl)isoindoline-1,3-dione